OCCCCCCC1C(CCCCCCCC(=O)OCC(CO)O)O1 2,3-dihydroxyprop-1-yl 9,10-epoxy-16-hydroxyhexadecanoate